(3R,6S,9aS)-3,6-diisobutyl-8-(3-oxo-3-(piperazin-1-yl)propyl)-1-((E)-3-(pyridin-2-yl)acryloyl)tetrahydropyrazino[2,1-c][1,2,4]oxadiazine-4,7(3H,6H)-dione C(C(C)C)[C@@H]1C(N2[C@@H](N(O1)C(\C=C\C1=NC=CC=C1)=O)CN(C([C@@H]2CC(C)C)=O)CCC(N2CCNCC2)=O)=O